bromo-2-(chlorosulfonyl)nicotinic acid methyl ester COC(C1=C(N=C(C=C1)Br)S(=O)(=O)Cl)=O